dihydro-1H-furan O1CCC=C1